trans,cis-2,6-nonadienal C(\C=C\CC\C=C/CC)=O